C(C)OC(C(C)=C1CCN(C1)C(=O)[O-])=O 4-(1-ethoxy-1-oxopropan-2-ylidene)pyrrolidine-1-carboxylate